COC(C1CCN(CC1)C=1C=C2COC(C2=CC1)=O)OC 5-(4-(Dimethoxymethyl)piperidin-1-yl)isobenzofuran-1(3H)-one